4-(8,9,10,11-tetrahydro-3H-pyrrolo[3,2-a]phenanthridin-7-yl)-3-(trifluoromethyl)phenol C1=CNC=2C1=C1C=3CCCCC3C(=NC1=CC2)C2=C(C=C(C=C2)O)C(F)(F)F